C(C)(C)(C)OC(=O)N1CC(CC1)NC(=O)C1=CC=CC(=N1)C=1C(=NC=CC1)OCC 6-((1-(tert-butoxycarbonyl)pyrrolidin-3-yl)carbamoyl)-2'-ethoxy-2,3'-bipyridin